rac-trans-2-aminocyclobutanol hydrochloride Cl.N[C@H]1[C@@H](CC1)O |r|